(1SR,2SR)-N-[[(2S)-2-(3-cyanophenyl)oxetan-2-yl]methyl]-2-(1,1-difluoroethyl)cyclopropanecarboxamide C(#N)C=1C=C(C=CC1)[C@]1(OCC1)CNC(=O)[C@@H]1[C@H](C1)C(C)(F)F |&1:16,17|